[2-(4-chlorophenyl)-4,4-dimethylcyclohexan-1-en-1-yl]-4,4-dimethyl-cyclohexan-1-en ClC1=CC=C(C=C1)C1=C(CCC(C1)(C)C)C1=CCC(CC1)(C)C